OC1=C(C(=O)N)C=CC=C1 o-hydroxybenzoyl-amine